BrC=1C=C(C=CC1)C1(CC(C1)C#N)CN1N=NC=C1C 3-(3-bromophenyl)-3-((5-methyl-1H-1,2,3-triazol-1-yl)methyl)cyclobutane-1-carbonitrile